OC=1C=C(C=O)C=C(C1)C 3-Hydroxy-5-methyl-benzaldehyde